Methyl 2-((1H-pyrrolo[2,3-b]pyridin-5-yl)oxy)-4-(4-((6-(3-methylbicyclo[1.1.1]pentan-1-yl)spiro[3.5]non-6-en-7-yl)methyl)piperazin-1-yl)benzoate N1C=CC=2C1=NC=C(C2)OC2=C(C(=O)OC)C=CC(=C2)N2CCN(CC2)CC2=C(CC1(CCC1)CC2)C21CC(C2)(C1)C